C(CCC)OCCOCCOCCO 2-[2-(2-butoxyethoxy)ethoxy]ethanol